CC(=C)C1=CC=C(C=C1)OCC alpha-methyl-para-ethoxystyrene